C[SiH](C1=CC=CC=C1)C1=CC=C(C=C1)C1=CC=C(C=C1)[SiH](C)C1=CC=CC=C1 bis(methylphenylsilyl)-1,1'-biphenyl